C1(=CC=CC=C1)C=1C=CC(=NC1)C1=CC=NC=C1 5-phenyl-2,4'-bipyridine